OCCN(C/C=C/C(=O)O)C (2E)-4-[(2-hydroxyethyl)(methyl)amino]but-2-enoic acid